eicosane-4,16-diol CCCC(CCCCCCCCCCCC(CCCC)O)O